α-galactosyl malate C(C(O)CC(=O)[O-])(=O)O[C@@H]1[C@H](O)[C@@H](O)[C@@H](O)[C@H](O1)CO